C1(=CCC(CC1)C(C)C)C 1-menthen